6-(Azetidin-1-yl)-4-fluoro-N-(3'-fluoro-4-methoxy[1,1'-biphenyl]-3-sulfonyl)-1-benzofuran-2-carboxamide N1(CCC1)C1=CC2=C(C=C(O2)C(=O)NS(=O)(=O)C=2C=C(C=CC2OC)C2=CC(=CC=C2)F)C(=C1)F